tert-butyl 4-(4-(benzyloxy)-3-fluorophenyl)piperazine-1-carboxylate C(C1=CC=CC=C1)OC1=C(C=C(C=C1)N1CCN(CC1)C(=O)OC(C)(C)C)F